tert-butyl (((9H-fluoren-9-yl)methoxy)carbonyl)-L-serinate C1=CC=CC=2C3=CC=CC=C3C(C12)COC(=O)N[C@@H](CO)C(=O)OC(C)(C)C